2-(((1R,3S)-3-(3H-imidazo[4,5-b]pyridin-3-yl)cyclohexyl)amino)-4-(6,7-dihydro-5H-pyrazolo[5,1-b][1,3]oxazin-3-yl)pyrimidine-5-carbonitrile N1=CN(C2=NC=CC=C21)[C@@H]2C[C@@H](CCC2)NC2=NC=C(C(=N2)C=2C=NN1C2OCCC1)C#N